2-methyl-5-(((2-methylazetidin-2-yl)methyl)amino)-N-((R)-1-(naphthalen-1-yl)ethyl)benzamide CC1=C(C(=O)N[C@H](C)C2=CC=CC3=CC=CC=C23)C=C(C=C1)NCC1(NCC1)C